tetrabutylammonium (2S,3S)-3-(((benzyloxy)carbonyl)amino)-2-methyl-4-oxoazetidine-1-sulfonate C(C1=CC=CC=C1)OC(=O)N[C@H]1[C@@H](N(C1=O)S(=O)(=O)[O-])C.C(CCC)[N+](CCCC)(CCCC)CCCC